[O-2].[Mn+2].[Ag+] silver-manganese-oxide